6-((1R,2R)-2-(5-methoxypyrimidin-2-yl)cyclobutyl)-4-oxo-1-((R)-1-(6-(trifluoromethyl)pyridin-3-yl)ethyl)-4,5-dihydro-1H-pyrazolo[3,4-d]pyrimidine-3-carbonitrile COC=1C=NC(=NC1)[C@H]1[C@@H](CC1)C=1NC(C2=C(N1)N(N=C2C#N)[C@H](C)C=2C=NC(=CC2)C(F)(F)F)=O